N=1N(C=C2C1CNC2)C=2C1=C(N=CN2)N(C(C1C)=O)COCC[Si](C)(C)C 4-(5,6-dihydropyrrolo[3,4-c]pyrazol-2(4H)-yl)-5-methyl-7-((2-(trimethylsilyl)ethoxy)methyl)-5H-pyrrolo[2,3-d]pyrimidin-6(7H)-one